NC=1NC(C=2N=CN(C2N1)[C@@H]1O[C@@H]([C@H](C1)O[Si](C)(C)C(C)(C)C)CO[Si](C)(C)C(C)(C)C)=O 2-amino-9-[(2R,4S,5R)-4-[(tert-butyldimethylsilyl)oxy]-5-{[(tert-butyldimethylsilyl)oxy]methyl}oxolan-2-yl]-1H-purin-6-one